BrC1=C(C=C(C=O)C=C1)F 4-bromo-3-fluoro-benzaldehyde